2-[9-(3-hydroxypropyl)-11-methyl-1,9-diazatricyclo[6.3.1.04,12]dodeca-2,4(12),5,7-tetraen-2-yl]-7-methoxy-1-methyl-benzimidazole-5-carboxylic acid methyl ester COC(=O)C1=CC2=C(N(C(=N2)C=2N3C(CN(C4=CC=CC(C2)=C34)CCCO)C)C)C(=C1)OC